4-tert-butyl-2,6-dimethylphenol C(C)(C)(C)C1=CC(=C(C(=C1)C)O)C